sodium 2-methyl-propenyl phosphonate P(OC=C(C)C)([O-])=O.[Na+]